(2,2,4,4-tetramethylcyclobutane-1,3-diyl)bis(N-phenylbenzene-1,4-diamine) CC1(C(C(C1C1=C(C=CC(=C1)N)NC1=CC=CC=C1)(C)C)C1=C(C=CC(=C1)N)NC1=CC=CC=C1)C